CN(C(=O)C12CNCC(CC1)C2)C N,N-dimethyl-3-azabicyclo[3.2.1]octane-1-carboxamide